3-fluoro-2-isothiocyanato-6,6-dimethyl-6,7-dihydro-4H-pyrazolo[5,1-c][1,4]oxazine FC=1C(=NN2C1COC(C2)(C)C)N=C=S